NC1=CC(N(C2=NC(=CC=C12)OCC)C1=CC=C(C=C1)OC(F)F)=O 4-Amino-1-(4-(difluoromethoxy)phenyl)-7-ethoxy-2-oxo-1,2-dihydro-1,8-naphthyridine